5-(azetidin-3-ylmethyl)-3-(4-((4-fluorobenzyl)oxy)phenyl)-1,2,4-oxadiazole trifluoroacetate salt FC(C(=O)O)(F)F.N1CC(C1)CC1=NC(=NO1)C1=CC=C(C=C1)OCC1=CC=C(C=C1)F